1-methyl-N-{3-[3-(prop-2-enamido)phenyl]isoquinolin-5-yl}piperidine-4-carboxamide CN1CCC(CC1)C(=O)NC1=C2C=C(N=CC2=CC=C1)C1=CC(=CC=C1)NC(C=C)=O